C(=C)[Si](OCCOC)(OCCOC)OCCOC vinyl-tri(methoxy-ethoxy)silane